FC1=CC2=C(NC(=N2)C(=O)NC2=CC=CC=C2)C=C1 5-fluoro-N-phenyl-1H-benzo[d]imidazole-2-carboxamide